ClC=1C=CC2=C([C@](C(CCN2)(F)F)(O)C)C1 (5R)-7-chloro-4,4-difluoro-5-methyl-2,3,4,5-tetrahydro-1H-1-benzoazepin-5-ol